2-hydroxy-2-(4-(N-methylsulfamoyl)phenyl)acetamide OC(C(=O)N)C1=CC=C(C=C1)S(NC)(=O)=O